1-(3,4,5-trimethoxyphenyl)-1-cyclopropanol COC=1C=C(C=C(C1OC)OC)C1(CC1)O